5-chloro-2-[3-[1-[(4-methyl-1,2,4-triazol-3-yl)sulfanyl]ethyl]phenyl]isoindolin-1-one ClC=1C=C2CN(C(C2=CC1)=O)C1=CC(=CC=C1)C(C)SC1=NN=CN1C